Bis[3,5-difluoro-2-(2-pyridinyl)phenyl](picolinic acid) iridium (III) [Ir+3].FC=1C(=C(C=C(C1)F)C1=C(C(=NC=C1)C(=O)O)C1=C(C(=CC(=C1)F)F)C1=NC=CC=C1)C1=NC=CC=C1